ClC1=CC=2N(C(=NCC2C2=C(C=CC=C2)Cl)NC)C=C1 6-chloro-4-(2-chlorophenyl)-1-(methylamino)-3H-pyrido[1,2-c]pyrimidine